3-((2-Carboxyethyl)amino)-6-(thiazol-5-yl)benzo[e][1,2,4]triazine-1,4-dioxide C(=O)(O)CCNC=1N=[N+](C2=C([N+]1[O-])C=C(C=C2)C2=CN=CS2)[O-]